5-(6-methoxypyridin-3-yl)pyrazolo[1,5-A]pyridin-2-amine COC1=CC=C(C=N1)C1=CC=2N(C=C1)N=C(C2)N